benzyl N-[[4-[4-methyl-3-[[(1R)-1-(1-naphthyl)ethyl]carbamoyl]phenyl]-1,4-diazepan-1-yl]sulfonyl]carbamate CC1=C(C=C(C=C1)N1CCN(CCC1)S(=O)(=O)NC(OCC1=CC=CC=C1)=O)C(N[C@H](C)C1=CC=CC2=CC=CC=C12)=O